5-methyl-4,5-dihydro-1H-pyrazole-3,5-dicarboxylic acid dibenzyl ester C(C1=CC=CC=C1)OC(=O)C1=NNC(C1)(C(=O)OCC1=CC=CC=C1)C